L-methionyl-L-tryptophanate N[C@@H](CCSC)C(=O)N[C@@H](CC1=CNC2=CC=CC=C12)C(=O)[O-]